C(C)C=1N=C2N(C=C(C=C2)C=2OCC(N2)C)C1N(C=1SC=C(N1)C1=CC=C(C=C1)F)C N-(2-ethyl-6-(4-methyl-4,5-dihydrooxazol-2-yl)imidazo[1,2-a]pyridin-3-yl)-4-(4-fluorophenyl)-N-methylthiazol-2-amine